ClC1=NC=C(C(=O)NOCC)C(=C1)NC1=C(C=C(C=C1)C(F)(F)F)N(S(=O)(=O)C)C 6-chloro-N-ethoxy-4-((2-(N-methylmethanesulfonamido)-4-(trifluoromethyl)phenyl)amino)nicotinamide